CC1=NC2=CC=C(C=C2C=N1)C 2,6-dimethyl-quinazoline